1-(4-(((3R,4R,5S)-4-(Hydroxymethyl)-5-(3,4,5-trimethoxyphenyl)tetrahydrofuran-3-yl)methyl)phenyl)ethanone OC[C@H]1[C@H](CO[C@@H]1C1=CC(=C(C(=C1)OC)OC)OC)CC1=CC=C(C=C1)C(C)=O